[Cl-].C(CCCCCCCCCCCCCCC)[N+](CC1=CC=CC=C1)(C)C N-Hexadecyldimethylbenzylammonium chlorid